(S,E)-14-(3-((tert-butoxycarbonyl)amino)-1-propen-1-yl)-7-ethyl-8,11-dioxo-7,8,11,13-tetrahydro-10H-[1,3]dioxolo[4,5-g]pyrano[3',4':6,7]indolizino[1,2-b]quinolin-7-yl acetate C(C)(=O)O[C@@]1(C(OCC=2C(N3CC=4C(=NC=5C=C6C(=CC5C4\C=C\CNC(=O)OC(C)(C)C)OCO6)C3=CC21)=O)=O)CC